IC1=CC=C(C=C1)[N+](=O)[O-] 1-Iodo-4-nitrobenzene